3-chloro-2-fluoro-6-methyl-4-(2,2,2-trifluoro-1,1-dimethyl-ethyl)phenol ClC=1C(=C(C(=CC1C(C(F)(F)F)(C)C)C)O)F